FC1=C(C=CC=C1)C=1C=NC=CC1NC(=O)C=1C=NN2C1N=CC=C2 N-(3-(2-fluorophenyl)pyridin-4-yl)pyrazolo[1,5-a]pyrimidine-3-carboxamide